N-(5-(3,5-difluorophenylthio)-1H-pyrazolo[3,4-b]pyridine-3-yl)-4-(4-methylpiperazine-1-yl)-2-(tetrahydro-2H-pyran-4-ylamino)benzamide FC=1C=C(C=C(C1)F)SC=1C=C2C(=NC1)NN=C2NC(C2=C(C=C(C=C2)N2CCN(CC2)C)NC2CCOCC2)=O